IMIDAZOLONYLCHINOLINE N=1C(N=C(C1)C1=NC2=CC=CC=C2C=C1)=O